CNC(CCC1=CC(=CC=C1)C(F)(F)F)=O N-methyl-3-[3-(trifluoromethyl)phenyl]propanamide